NC=1C(=NC2=CC=C(C=C2N1)CN(C(=O)C=1C=NC(=CC1)C(F)(F)F)C1=CC=CC=2C(CCS(C21)(=O)=O)(F)F)C N-[(3-amino-2-methylquinoxalin-6-yl)methyl]-N-(4,4-difluoro-1,1-dioxo-3,4-dihydro-2H-1λ6-benzothiopyran-8-yl)-6-(trifluoromethyl)pyridine-3-carboxamide